(R)-6-(4-(4-(dimethylamino)piperidine-1-yl)phenyl)-2-((5-fluoro-2-hydroxyphenyl)(1H-indole-2-yl)methyl)-isoindolin-1-one CN(C1CCN(CC1)C1=CC=C(C=C1)C1=CC=C2CN(C(C2=C1)=O)[C@@H](C=1NC2=CC=CC=C2C1)C1=C(C=CC(=C1)F)O)C